NC1=NC=C(C#N)C(=C1)NC1CC(C1)(F)F 6-amino-4-((3,3-difluorocyclobutyl)amino)nicotinonitrile